ClC=1C(=C(NC2=C(NC3=C2C(NCC3)=O)C3=C(C=NC=C3)OC[C@@H]3CN(CCO3)C)C=CC1)OC 3-(3-Chloro-2-methoxyanilino)-2-(3-{[(2S)-4-methylmorpholin-2-yl]methoxy}pyridin-4-yl)-1,5,6,7-tetrahydro-4H-pyrrolo[3,2-c]pyridin-4-one